C(CCC(=O)OC1=CC=C(C=C1)CO)(=O)OC(COC(CCCCCCCCCCCCCCC)=O)COC(CCCCCCCCCCCCCCC)=O 1,3-Bis(palmitoyloxy)propan-2-yl (4-(hydroxymethyl)phenyl) succinate